C(C)(C)N1CCN(CC1)CCCC(=O)NC=1C=NC2=CC=C(N=C2C1)C=1C(=NNC1)C1=NC(=CC=C1)C 4-(4-isopropylpiperazin-1-yl)-N-[6-[3-(6-methyl-2-pyridyl)-1H-pyrazol-4-yl]-1,5-naphthyridin-3-yl]butanamide